ClC1=NC=2N(C=C1)N=C(C2C2=CC(=NC(=C2)C)C)C2=C(C#N)C=CC=C2 [5-Chloro-3-(2,6-dimethyl-4-pyridyl)pyrazolo[1,5-a]pyrimidin-2-yl]benzonitrile